ClCC(=O)C1=NC(=NN1CC1=CC=C(C=C1)OC)C(F)F 2-chloro-1-(3-(difluoromethyl)-1-(4-methoxybenzyl)-1H-1,2,4-triazol-5-yl)ethan-1-one